bicyclo[2.2.2]oct-5-en-2-ylmethyl methanesulfonate CS(=O)(=O)OCC1C2C=CC(C1)CC2